4-(((S)-3-methylpiperidin-1-yl)methyl)-6,7-dihydro-5H-cyclopenta[b]pyridine-2-carboxamide C[C@@H]1CN(CCC1)CC1=C2C(=NC(=C1)C(=O)N)CCC2